C(CCCCCCCCCCCCC)(=O)C(C(C(=O)N)O)(O)C(CCCCCCCCCCCCC)=O Dimyristoylglyceramide